2-(3-chloro-5-ethyl-2-fluoro-4-(4-hydroxy-3-isopropylbenzyl)phenoxy)-N-methylacetamide ClC=1C(=C(OCC(=O)NC)C=C(C1CC1=CC(=C(C=C1)O)C(C)C)CC)F